CC(CCCCC(=O)OC(CCCCC(CCCCCCC)C)=O)CCCCCCC 6-methyltridecanoic anhydride